C(C)(C)(C)OC(=O)N1CC(=CC1)OS(=O)(=O)C(F)(F)F 3-trifluoromethanesulfonyl-oxy-2,5-dihydro-pyrrole-1-carboxylic acid tert-butyl ester